C1(=CC=CC=C1)[C@H]1CCC=2N1N=C(N2)C(=O)N[C@@H]2C(N(C=1N(CC2)N=C(C1)C)C)=O (5R)-5-phenyl-N-[(6S)-2,4-dimethyl-5-oxo-7,8-dihydro-6H-pyrazolo[1,5-a][1,3]diazepin-6-yl]-6,7-dihydro-5H-pyrrolo[1,2-b][1,2,4]triazole-2-carboxamide